glycerol pentaoleate C(CCCCCCC\C=C/CCCCCCCC)(=O)O.C(CCCCCCC\C=C/CCCCCCCC)(=O)O.C(CCCCCCC\C=C/CCCCCCCC)(=O)O.C(CCCCCCC\C=C/CCCCCCCC)(=O)O.C(CCCCCCC\C=C/CCCCCCCC)(=O)O.OCC(O)CO